C1(=CC=CC=C1)C=1N=CC(=NC1C1=CC=CC=C1)N1C(CCC1)CCCOCC(=O)O 2-(3-(1-(5,6-diphenylpyrazin-2-yl)-pyrrolidin-2-yl)propoxy)acetic acid